ClC1=C(C(=O)O)C=CC(=C1)NC(=O)C1=C(C(=NS1)C1=CC=CC=C1)C1CC1 2-CHLORO-4-(4-CYCLOPROPYL-3-PHENYL-ISOTHIAZOLE-5-CARBOXAMIDO)BENZOIC ACID